1-(2-amino-5-(3-amino-7-(1H-pyrazol-4-yl)isoxazolo[4,5-c]pyridin-4-yl)phenyl)ethan-1-one NC1=C(C=C(C=C1)C1=NC=C(C2=C1C(=NO2)N)C=2C=NNC2)C(C)=O